4-((2'S,3S,4'S,5'R)-1-(4-(1H-tetrazol-5-yl)benzyl)-5-chloro-4'-(2-chlorophenyl)-2'-neopentylspiro[indoline-3,3'-pyrrolidine]-5'-carboxamido)benzoic acid N1N=NN=C1C1=CC=C(CN2C[C@@]3([C@@H](N[C@H]([C@@H]3C3=C(C=CC=C3)Cl)C(=O)NC3=CC=C(C(=O)O)C=C3)CC(C)(C)C)C3=CC(=CC=C23)Cl)C=C1